ClC1=C(C(=CC=C1)Cl)C(C)(CCC)C1=C(C=CC=C1Cl)Cl 2,2-bis-(2,6-dichlorophenyl)-pentane